5-(3,5-difluorobenzyl)-3-(2-(pyrazin-2-yl)vinyl)-1H-indazole FC=1C=C(CC=2C=C3C(=NNC3=CC2)C=CC2=NC=CN=C2)C=C(C1)F